C(C)SC=1C(=NC=C(C1)C(F)(F)F)C=1C=C2C(=CN1)N(N=C2)CC(C(F)(F)F)(F)F 5-[3-ethylsulfanyl-5-(trifluoromethyl)-2-pyridyl]-1-(2,2,3,3,3-pentafluoropropyl)pyrazolo[3,4-c]pyridine